N-[4-fluoropyrrolidin-3-yl]-4-(8-iodo-5-quinolyl)-6-methyl-morpholine-2-carboxamide FC1C(CNC1)NC(=O)C1CN(CC(O1)C)C1=C2C=CC=NC2=C(C=C1)I